(Z)-5-(hydroxyimino)-4H-cyclopenta[b]thiophen-6(5H)-one O\N=C/1\CC2=C(SC=C2)C1=O